phenyl (4-((2'-methyl-[1,1'-biphenyl]-2-yl)sulfonyl)phenyl)carbamate CC1=C(C=CC=C1)C1=C(C=CC=C1)S(=O)(=O)C1=CC=C(C=C1)NC(OC1=CC=CC=C1)=O